C[C@@]12[C@@H]([C@@H](C[C@H]1[C@@H]1CC=C3C[C@H](CC[C@]3(C)[C@H]1CC2)O)O)O 5-Androstene-3b,16a,17a-triol